hydroxycobalt carbonate C([O-])([O-])=O.O[Co+2]